N-[(1R)-1-[(4R)-chroman-4-yl]-2-[4-(3,5-dimethyl-1H-pyrazol-4-yl)anilino]-2-oxo-ethyl]-2-methyl-pyrazole-3-carboxamide O1CC[C@H](C2=CC=CC=C12)[C@H](C(=O)NC1=CC=C(C=C1)C=1C(=NNC1C)C)NC(=O)C=1N(N=CC1)C